S(=O)(=O)=C1SCCCS1 sulfonyl-1,3-dithiane